BrC1=C(C(=C(C(=O)OC)C(=C1F)F)F)F methyl 4-bromo-2,3,5,6-tetrafluorobenzoate